3-(benzyloxy)naphthalene-2-amine C(C1=CC=CC=C1)OC=1C(=CC2=CC=CC=C2C1)N